N-ethyl-5-fluoro-2-((5-(2-((R)-6-(((R)-1-hydroxy-3-methoxypropan-2-yl)(methyl)amino)-2-methylhexan-3-yl)-2,6-diazaspiro[3.4]oct-6-yl)-1,2,4-triazin-6-yl)oxy)-N-isopropylbenzamide C(C)N(C(C1=C(C=CC(=C1)F)OC1=C(N=CN=N1)N1CC2(CN(C2)[C@@H](C(C)C)CCCN(C)[C@H](CO)COC)CC1)=O)C(C)C